C[C@H]1N([C@@H](CN(C1)C(=O)C1=C(C=C(C=C1)OC)F)C)C(=O)C1=C(C=C(C=C1)OC)F ((2R,6R)-2,6-dimethylpiperazine-1,4-diyl)bis((2-fluoro-4-methoxyphenyl)methanone)